ClC=1C(=C(C=CC1)CN1[C@H](CCC1=O)CC(=O)O)F |r| racemic-2-[1-[(3-chloro-2-fluorophenyl)methyl]-5-oxo-pyrrolidin-2-yl]acetic acid